1-allyl-3-(pyridine-3-yl)thiourea C(C=C)NC(=S)NC=1C=NC=CC1